4-[3-[(4-methoxyphenyl)methyl]-2,4-dioxohexahydropyrimidin-1-yl]-benzaldehyde COC1=CC=C(C=C1)CN1C(N(CCC1=O)C1=CC=C(C=O)C=C1)=O